(m-tolyl)benzene-1,3-diamine C1(=CC(=CC=C1)C1=C(C=CC=C1N)N)C